C(C)OC(C1=C(C(=NC(=C1F)C1=C2C=NN(C2=CC=C1C)C1OCCCC1)Cl)N(CC1=CC=C(C=C1)OC)CC1=CC=C(C=C1)OC)=O.NCCCN(CCCCN(CCCN)CCCN)CCCN 1,4-bis[bis(3-aminopropyl)amino]butane ethyl-3-(bis(4-methoxybenzyl)amino)-2-chloro-5-fluoro-6-(5-methyl-1-(tetrahydro-2H-pyran-2-yl)-1H-indazol-4-yl)isonicotinate